COC(COC1=CC=C(C=C1)C1N(CC2=CC=CC=C12)C(=O)OC(C)(C)C)=O tert-Butyl 1-(4-(2-methoxy-2-oxoethoxy)phenyl)isoindoline-2-carboxylate